tert-butyl (2S,4R)-2-(3-ethoxy-3-oxopropanoyl)-4-fluoropyrrolidine-1-carboxylate C(C)OC(CC(=O)[C@H]1N(C[C@@H](C1)F)C(=O)OC(C)(C)C)=O